(S)-benzyl 2-tert-butyl-3-methyl-4-oxoimidazolidine-1-carboxylate C(C)(C)(C)[C@@H]1N(CC(N1C)=O)C(=O)OCC1=CC=CC=C1